(R)-N-hydroxy-4-(tetrahydro-2H-pyran-4-carbonyl)-3-(2-(trifluoromethyl)phenyl)-2,3,4,5-tetrahydrobenzo[f][1,4]oxazepine-8-carboxamide ONC(=O)C1=CC2=C(CN([C@@H](CO2)C2=C(C=CC=C2)C(F)(F)F)C(=O)C2CCOCC2)C=C1